ClC1=CC=C(C(=N1)C=1N=NN(N1)C([2H])([2H])[2H])NC(C)C=1C=C(C=C2C(N(C=3N(C12)C=NC3C3CCN(CC3)C(C(C)C)=O)C)=O)C 9-(1-((6-chloro-2-(2-(methyl-d3)-2H-tetrazol-5-yl)pyridin-3-yl)amino)ethyl)-3-(1-isobutyrylpiperidin-4-yl)-4,7-dimethylimidazo[1,5-a]quinazolin-5(4H)-one